1-(4-(7-(2-fluoro-6-hydroxyphenyl)-6-(trifluoromethyl)cinnolin-4-yl)piperazin-1-yl)prop-2-en-1-one FC1=C(C(=CC=C1)O)C1=C(C=C2C(=CN=NC2=C1)N1CCN(CC1)C(C=C)=O)C(F)(F)F